tetrahydro-1H-benzo[e]pyrrolo[1,2-a][1,4]diazepin C1CCN2C1=CN=C1C(C2)C=CC=C1